FC1=CC=CC=C1C(=O)OC methyl 6-fluoro-benzoate